FC(CN1CC=2N(CC1)C(=C(N2)C2=CC=C(C=C2)F)C=2C=CC=1N(C2)C(=CN1)C(=O)N)F 6-(7-(2,2-difluoroethyl)-2-(4-fluoro-phenyl)-5,6,7,8-tetrahydroimidazo[1,2-a]pyrazin-3-yl)imidazo[1,2-a]pyridine-3-carboxamide